C1NCC(=C2N=C3C=CC=CC3=C21)C(=O)O dihydro-1H-pyrido[4,3-b]indole-4-carboxylic acid